[N+](=[N-])=C(C(=O)OC)C1=CC(=NC=C1)OC(F)F methyl 2-diazo-2-[2-(difluoromethoxy)pyridin-4-yl]acetate